Z-13-Octadecynyl acetate C(C)(=O)OCCCCCCCCCCCCC#CCCCC